BrC1=CC=CC=2C=C(SC21)C2=C(C(=NC(=C2C(=O)N)CC(C)C)CCC2=CC=C(C=C2)F)C=2OC(=NN2)C 4-(7-bromo-1-benzothiophen-2-yl)-6-[2-(p-fluorophenyl)ethyl]-2-isobutyl-5-(5-methyl-1,3,4-oxadiazol-2-yl)nicotinamide